6-{[3-(4-aminophenyl)-1-tert-butyl-4-carbamoyl-1H-pyrazol-5-yl]amino}pyridine-2-carboxamide NC1=CC=C(C=C1)C1=NN(C(=C1C(N)=O)NC1=CC=CC(=N1)C(=O)N)C(C)(C)C